C1(=CC=C2C=CC3=CC=CC4=CC=C1C2=C34)C=O pyrene-1-carbaldehyde